O1CCC(=CC1)C=1OC(=CN1)C(=O)O 2-(3,6-dihydro-2H-pyran-4-yl)oxazole-5-carboxylic acid